[dichloro(methyl)silyl]butanenitrile Cl[Si](C)(Cl)C(C#N)CC